BrC=1C=C(C[C@@H](NC(=O)N2CCC(CC2)N2C(NC3=CC=CC=C3C2)=O)C(=O)N[C@H](C(N2CCN(CC2)C2=CC=NC=C2)=O)CC2CCNCC2)C=C(C1O)Br 3,5-dibromo-Nα-{[4-(2-oxo-1,4-dihydroquinazolin-3(2H)-yl)piperidin-1-yl]carbonyl}-N-{(2S)-1-oxo-3-(piperidin-4-yl)-1-[4-(pyridin-4-yl)piperazin-1-yl]propan-2-yl}-D-tyrosinamide